C(C=C)(=O)N[C@H]1C[C@@H](C[C@H]1NC1=NC2=CC=C(C=C2C=N1)C1=C(C(=CC(=C1Cl)OC)OC)Cl)C(=O)N(C)C (1R,3S,4R)-3-acrylamido-4-((6-(2,6-dichloro-3,5-dimethoxyphenyl)quinazolin-2-yl)amino)-N,N-dimethylcyclopentane-1-carboxamide